OC1(CCC(CC1)N(CCCCCCCC(=O)N(CCCCCCCCCC)CCCCCCCCCC)CCCCCCCC(=O)N(CCCCCCCCCC)CCCCCCCCCC)C 8,8'-(((1S,4S)-4-HYDROXY-4-METHYLCYCLOHEXYL)AZANEDIYL)BIS(N,N-DIDECYLOCTANAMIDE)